tert-butyl 4-(8-bromo-4-(((5-methyl-1H-benzo[d]imidazol-2-yl)methyl)amino)pyrazolo[1,5-a][1,3,5]triazin-2-yl)piperazine-1-carboxylate BrC=1C=NN2C1N=C(N=C2NCC2=NC1=C(N2)C=CC(=C1)C)N1CCN(CC1)C(=O)OC(C)(C)C